BrC1C(NC(CC1)=O)=O 3-bromo-piperidine-2,6-dione